BrC=1N=C2N(C1Br)CCC21OCCO1 2,3-dibromo-5,6-dihydrospiro[pyrrolo[1,2-a]imidazole-7,2'-[1,3]dioxolane]